COC(=O)C1=NC=C(C=N1)CNCC1=C(C=CC=C1)Cl 5-(((2-chlorobenzyl)amino)methyl)pyrimidine-2-carboxylic acid methyl ester